(R)-2'-chloro-5'-methoxy-6-methyl-N-(5-(tetrahydrofuran-3-carbonyl)-5,6-dihydro-4H-pyrrolo[3,4-d]thiazol-2-yl)-[4,4'-bipyridine]-3-carboxamide ClC1=NC=C(C(=C1)C1=C(C=NC(=C1)C)C(=O)NC=1SC2=C(N1)CN(C2)C(=O)[C@H]2COCC2)OC